(S,E)-6-(dimethylamino)-2-((3-(2-(2-(4-(dimethylamino)-N-methylbut-2-enamido)propanamido)ethyl)phenyl)amino)-5-ethylnicotinamide CN(C1=NC(=C(C(=O)N)C=C1CC)NC1=CC(=CC=C1)CCNC([C@H](C)N(C(\C=C\CN(C)C)=O)C)=O)C